{4-(trifluoromethyl)phenyl}ammonium FC(C1=CC=C(C=C1)[NH3+])(F)F